FC1=C(COC(=O)N[C@H](C(=O)O)CCN(CCCCC2=NC=3NCCCC3C=C2)CCOC)C=CC=C1 (S)-2-((((2-fluorobenzyl)oxy)carbonyl)amino)-4-((2-methoxyethyl)(4-(5,6,7,8-tetrahydro-1,8-naphthyridin-2-yl)butyl)amino)butanoic acid